4,4'-(Hexafluoroisopropylidene)diphenol FC(C(C(F)(F)F)(C1=CC=C(C=C1)O)C1=CC=C(C=C1)O)(F)F